4-bromo-6-cyclopropyl-pyrazolo[1,5-a]pyridine-3-carbaldehyde BrC=1C=2N(C=C(C1)C1CC1)N=CC2C=O